C(=O)[C@@H]1CC[C@H](CC1)NC(OC(C)(C)C)=O tert-butyl ((trans)-4-formylcyclohexyl)carbamate